N-((S)-1-cyano-2-((S)-2-oxopyrrolidin-3-yl)ethyl)-6,6-dimethyl-3-azabicyclo[3.1.0]hexane-2-carboxamide C(#N)[C@H](C[C@H]1C(NCC1)=O)NC(=O)C1C2C(C2CN1)(C)C